NCC(=O)NC=1C=CC(=C(C(=O)N[C@H](C)C2=CC=CC3=CC=CC=C23)C1)C (R)-5-(2-aminoacetamido)-2-methyl-N-(1-(naphthalen-1-yl)ethyl)benzamide